C[SiH](O)C dimethylsilanemono-ol